O1CCN(CC1)C1=NC=2N(C=C1)N=CC2C(=O)N 5-morpholino-pyrazolo[1,5-a]pyrimidine-3-carboxamide